1-(4-{6-bromo-1-[5-(hydroxymethyl)-1,3,4-thiadiazol-2-yl]-1,2,3-benzotriazol-4-yl}piperazin-1-yl)-2-methylpropan-1-one BrC=1C=C(C2=C(N(N=N2)C=2SC(=NN2)CO)C1)N1CCN(CC1)C(C(C)C)=O